(S)-(1-(2,2-difluoroethyl)-1H-pyrazol-5-yl)(4-(7-fluorobenzo[d]oxazol-2-yl)-6,7-dihydro-1H-imidazo[4,5-c]pyridin-5(4H)-yl)methanone FC(CN1N=CC=C1C(=O)N1[C@@H](C2=C(CC1)NC=N2)C=2OC1=C(N2)C=CC=C1F)F